N1=CC(=CC=C1)C(C1=CNC2=CC=CC=C12)C1=CNC2=CC=CC=C12 3,3'-(pyridin-3-ylmethylene)bis(1H-indole)